FC1=C(C(=C(C=C1OC)OC)F)N1C(N(C2=C(C1)C=NC1=C2C=C(N1)CN1CCOCC1)C1=CC=NC=C1)=O 3-(2,6-difluoro-3,5-dimethoxyphenyl)-8-(morpholin-4-ylmethyl)-1-pyridin-4-yl-1,3,4,7-tetrahydro-2H-pyrrolo[3',2':5,6]pyrido[4,3-d]pyrimidin-2-one